C(C)(=O)CCC1=CC=CC2=CC=C(C=C12)C(C)=O 2,7-diacetylethylnaphthalene